C(C)(C)(C)OC(=O)NCCN(CC(=O)O)CCNC(=O)OC(C)(C)C bis(2-((tert-butoxycarbonyl)amino)ethyl)glycine